NC1=C(CN([C@@H]2CC[C@H](CC2)S)C)C=C(C=C1Br)Br trans-4-[(2-Amino-3,5-dibromo-benzyl)-methylamino]-cyclohexanthiol